C(C)(CC)C1C(NC2=C(CN1C(=O)N1CCN(CC1)CCC1=CC=CC=C1)C=CC=C2)=O 3-(sec-butyl)-4-(4-phenethylpiperazine-1-carbonyl)-1,3,4,5-tetrahydro-2H-benzo[1,4]diazepin-2-one